ClC(C(OC1[C@@H]([C@@H](OCC2=CC=CC=C2)[C@H](OCC2=CC=CC=C2)[C@H](O1)COC(C1=CC=CC=C1)=O)N=[N+]=[N-])=N)(Cl)Cl 2-azido-6-O-benzoyl-3,4-di-O-benzyl-2-deoxy-D-glucopyranosyl trichloroacetimidate